N(=[N+]=[N-])C(C(=O)C1=CC=C(C=C1)OC)F 2-azido-2-fluoro-1-(4-methoxyphenyl)ethan-1-one